FC1=C(C=CC(=C1)F)N1C(C2=CC=CC(=C2C1)O)=O 2-(2,4-difluorophenyl)-4-hydroxyisoindol-1-one